FC1(C(CCCC1)N(C1=CC=CC=C1)C(CC1(CCN(CC1)C(N(C)C1=CC=C(C=C1)F)=O)C(=O)O)=O)F 4-[2-(N-(2,2-difluorocyclohexyl)anilino)-2-oxo-ethyl]-1-[(4-fluorophenyl)-methyl-carbamoyl]piperidine-4-carboxylic acid